(6-Bromopyridin-2-yl)methyl (2-((S)-1-(2,3-difluorobenzyl)-5-oxopyrrolidin-2-yl)acetyl)-L-valinate FC1=C(CN2[C@@H](CCC2=O)CC(=O)N[C@@H](C(C)C)C(=O)OCC2=NC(=CC=C2)Br)C=CC=C1F